C(C)(C)(C)OC(N[C@@H]1CN(CCC1)C1=CN=NC=C1)=O N-[(3S)-1-(pyridazin-4-yl)piperidin-3-yl]carbamic acid tert-butyl ester